OC(C(=O)N1CC2(CC2)C[C@H]1C(=O)N[C@@H](C[C@H]1C(NCC1)=O)C(COC(F)(F)F)=O)CC(C)(C)C (6S)-5-(2-hydroxy-4,4-dimethylpentanoyl)-N-((S)-3-oxo-1-((S)-2-oxopyrrolidin-3-yl)-4-(trifluoromethoxy)butan-2-yl)-5-azaspiro[2.4]heptane-6-carboxamide